BrC1=CC=C2C(=NNC2=C1)Cl 6-bromo-3-chloro-1H-indazole